N-BOC-N-methyl ethylenediamine 6-acetyl-4-chloro-2-{[2-(trimethylsilyl)ethoxy]methyl}-2H-indazol-7-yl trifluoromethanesulfonate FC(S(=O)(=O)OC1=C(C=C(C2=CN(N=C12)COCC[Si](C)(C)C)Cl)C(C)=O)(F)F.C(=O)(OC(C)(C)C)N(CCN)C